4,4'-dimethylamino-2,2'-bipyridine CNC1=CC(=NC=C1)C1=NC=CC(=C1)NC